8-(2-acryloyl-2-azaspiro[3.3]heptan-6-yl)-6-(2,6-dichloro-3,5-dimethoxyphenyl)-2-(methylamino)pyrido[2,3-d]pyrimidin-7(8H)-one C(C=C)(=O)N1CC2(C1)CC(C2)N2C(C(=CC1=C2N=C(N=C1)NC)C1=C(C(=CC(=C1Cl)OC)OC)Cl)=O